C(C)N(S(=O)(=O)NC=1C(=C(C(=O)C2=CNC3=NC=C(C=C32)C=3C=CC(=NC3)N3CCC(CC3)NCC(=O)O)C(=CC1)F)F)C 2-[[1-[5-[3-[3-[[ethyl(methyl)sulfamoyl]amino]-2,6-difluoro-benzoyl]-1H-pyrrolo[2,3-b]pyridin-5-yl]-2-pyridyl]-4-piperidyl]amino]acetic acid